[trans-4-[(3S)-3-(6-methoxypyrazin-2-yl)isoxazolidine-2-carbonyl]cyclohexyl]methyl-4-nitrobenzenesulfonate COC1=CN=CC(=N1)[C@H]1N(OCC1)C(=O)[C@@H]1CC[C@H](CC1)COS(=O)(=O)C1=CC=C(C=C1)[N+](=O)[O-]